FC=1C=CC(=C(C1)C(C(=O)O)N1C(C2=CC=CC=C2C1)=O)OC (5-fluoro-2-methoxyphenyl)-2-(1-oxoisoindol-2-yl)acetic acid